1-(2-propionyl-2-azaspiro[3.3]heptan-6-yl)-3-(4-(trifluoromethoxy)phenyl)urea C(CC)(=O)N1CC2(C1)CC(C2)NC(=O)NC2=CC=C(C=C2)OC(F)(F)F